CC1=C(C=C(C=C1)C)C1=C(C=CC(=N1)NS(=O)(=O)C1=CC=CC=C1)C N-[6-(2,5-Dimethylphenyl)-5-methyl-2-pyridyl]benzenesulfonamide